3-cyclopropoxy-1-((methylsulfonyl)methyl)-1H-pyrazol-4-amine C1(CC1)OC1=NN(C=C1N)CS(=O)(=O)C